BrC1=C(C=C(C=C1N1C2=CC=CC=C2C=2C=CC=CC12)C)N(C1=CC2=CC=CC=C2C=C1)C1=CC2=CC=CC=C2C=C1 N-(2-bromo-3-(9H-carbazol-9-yl)-5-methylphenyl)-N-(naphthalen-2-yl)naphthalen-2-amine